oxydi-1-propanol O(CCCO)CCCO